azabenzothiophenone C(C1=NC=CC=C1)(C1=CC=CC=C1)=S